C(\C=C\C)(=O)N1CCC(CC1)(C1=C(C(=CC=C1)Cl)C)NC1=CC=C2C(C(N(C2=C1)C)=O)(C)C 6-({1-[(2E)-But-2-enoyl]-4-(3-chloro-2-methylphenyl)piperidin-4-yl}amino)-1,3,3-trimethylindol-2-one